4-((2-chloro-9-((2R,4S,5R)-5-ethynyl-4-hydroxy-5-(hydroxymethyl)tetrahydrofuran-2-yl)-9H-purin-6-yl)amino)-4-oxobutyl dodecanoate C(CCCCCCCCCCC)(=O)OCCCC(=O)NC1=C2N=CN(C2=NC(=N1)Cl)[C@@H]1O[C@@]([C@H](C1)O)(CO)C#C